ClC=1C=C(C=NC1N1N=CC=N1)NC(=O)C1=NSC(=C1C(F)(F)F)C1=CC=CC=C1 N-(5-CHLORO-6-(2H-1,2,3-TRIAZOL-2-YL)PYRIDIN-3-YL)-5-PHENYL-4-(TRIFLUOROMETHYL)ISOTHIAZOLE-3-CARBOXAMIDE